(S)-diethyl (2-((4-((3-chloro-4-fluorophenyl) amino)-7-((tetrahydro-3-furyl) oxy)-6-quinazolinyl) amino)-2-carbonyl ethyl) phosphate P(=O)(OCC)(OCC)OCC(=C=O)NC=1C=C2C(=NC=NC2=CC1O[C@@H]1COCC1)NC1=CC(=C(C=C1)F)Cl